C1(CC1)C1=CC2=C(N(C(C(N2C)=O)=O)C2CCN(CC2)CC2=CC=C(C=C2)OC(F)(F)F)N=C1C#N 7-cyclopropyl-1-methyl-2,3-diketo-4-(1-(4-(trifluoromethoxy)benzyl)piperidin-4-yl)-1,2,3,4-tetrahydropyrido[2,3-b]pyrazine-6-carbonitrile